N1=C(C=CC=C1)C(C(=O)O)=C 2-(pyridin-2-yl)acrylic acid